O1C[C@@H](OC2=NC=CC=C21)C2=CC=C(CN1C3CN(CC1CC3)C(C)=O)C=C2 1-{8-[(S)-4-(2,3-Dihydro-[1,4]dioxino[2,3-b]pyridin-3-yl)-benzyl]-3,8-diaza-bicyclo[3.2.1]oct-3-yl}-ethanone